C(C=C)(=O)OCC(C(C(C(C(C(F)(F)F)(F)F)(F)F)(F)F)(F)F)C 2-methyl-3,3,4,4,5,5,6,6,7,7,7-undecafluoroheptyl acrylate